Pentamethylcyclopentadienyl-(1-pentyl-6,6-diethyl-1,5,6,7-tetrahydro-s-indacenyl)hafnium CC1=C(C(=C(C1([Hf]C1(C=CC2=CC=3CC(CC3C=C12)(CC)CC)CCCCC)C)C)C)C